4,4-dimethylbutan-2-one CC(CC(C)=O)C